(S)-N-((3S,5S,6R)-6-Methyl-2-oxo-5-phenyl-1-(2,2,2-trifluoroethyl)piperidin-3-yl)-2'-oxo-1',2',4,6-Tetrahydrospiro[cyclopenta[b]thiophene-5,3'-pyrrolo[2,3-b]pyridine]-2-carboxamide C[C@@H]1[C@@H](C[C@@H](C(N1CC(F)(F)F)=O)NC(=O)C1=CC2=C(S1)C[C@@]1(C(NC3=NC=CC=C31)=O)C2)C2=CC=CC=C2